CC(CCNC1=CC(=NC2=CC=CC=C12)C)(N)C dimethyl-N3-(2-methylquinolin-4-yl)propane-1,3-diamine